C(C)OC1=CC=C(C2=C1CC(O2)(C)C)NC(=O)C2=CC(=NN2C2=NC=CC=C2Cl)Br N-(4-ethoxy-2,2-dimethyl-2,3-dihydrobenzofuran-7-yl)-3-bromo-1-(3-chloropyridin-2-yl)-5-pyrazolecarboxamide